BrC=1C=C(C=CC1)C(C(=O)O)(COC)COC 2-(3-bromophenyl)-3-methoxy-2-(methoxymethyl)propionic acid